C(=O)(OC(C)(C)C)N[C@H](CCCCNC(=O)OCC1C2=CC=CC=C2C2=CC=CC=C12)C(=O)O N-boc-N'-fmoc-d-lysine